ClC1=C(OCCC(=O)O)C(=CC(=C1)C(C)(C)C1=CC=C(C=C1)OCC1=NC(=NC=C1)N(S(=O)(=O)C)CC1=CC=C(C=C1)OC)C#N 3-[2-chloro-6-cyano-4-[1-[4-[[2-[(4-methoxyphenyl)methyl-methylsulfonyl-amino]pyrimidin-4-yl]methoxy]phenyl]-1-methyl-ethyl]phenoxy]propanoic acid